isothiazolidine-1,1-dioxide S1(NCCC1)(=O)=O